ClC1=C(C=CC=C1C(=O)N[C@@H]1CCO[C@]12O[C@@H]([C@@H]([C@@H]([C@H]2O)N2N=NC(=C2)C2=CC(=C(C(=C2)F)F)F)O)CO)C2=CC=CC=C2 chloro-N-((4R,5S,7R,8R,9S,10R)-8,10-dihydroxy-7-(hydroxymethyl)-9-(4-(3,4,5-trifluorophenyl)-1H-1,2,3-triazol-1-yl)-1,6-dioxaspiro[4.5]dec-4-yl)-[1,1'-biphenyl]-3-carboxamide